4-(8-(4-(2-(2-aminopyridin-3-yl)-5-phenyl-3H-imidazo[4,5-b]pyridin-3-yl)benzyl)-3,8-diazabicyclo[3.2.1]octan-3-yl)pyrimidine-2-carbonitrile NC1=NC=CC=C1C1=NC=2C(=NC(=CC2)C2=CC=CC=C2)N1C1=CC=C(CN2C3CN(CC2CC3)C3=NC(=NC=C3)C#N)C=C1